C(C)(C)(C)OC(=O)N1CCC(CC1)CCOC1=C(C=C(C=C1)[N+](=O)[O-])Br 4-(2-(2-bromo-4-nitrophenoxy)ethyl)piperidine-1-carboxylic acid tert-butyl ester